[(Biphenylyl)dibenzothiophenyl][phenyl(biphenylyl)triazinyl]benzene C1(=C(C=CC=C1)C1=C(C2=C(SC3=C2C=CC=C3)C=C1)C1=C(C=CC=C1)C1=NN=NC(=C1C1=C(C=CC=C1)C1=CC=CC=C1)C1=CC=CC=C1)C1=CC=CC=C1